O=C1C=C(CCCC1)C=1C=C2C(=NC1)N(C(N2C2CCN(CC2)C(C2=CC=C(C=C2)OC(F)(F)F)=O)=O)COCC[Si](C)(C)C 6-(3-oxocyclohepten-1-yl)-1-[1-[4-(trifluoromethoxy)benzoyl]-4-piperidyl]-3-(2-trimethylsilylethoxymethyl)imidazo[4,5-b]pyridin-2-one